FC1=C(C=CC=C1)C1=CC=C2CCC(C(C2=C1)NC(O[C@@H]1CN2CCC1CC2)=O)(C)C (S)-quinuclidin-3-yl (7-(2-fluorophenyl)-2,2-dimethyl-1,2,3,4-tetrahydronaphthalen-1-yl)carbamate